3-(4-amino-5-(3-chloro-4-(pyridin-2-ylmethoxy)phenyl)pyrrolo[2,1-f][1,2,4]Triazin-7-yl)piperidine-1-carboxylic acid tert-butyl ester C(C)(C)(C)OC(=O)N1CC(CCC1)C1=CC(=C2C(=NC=NN21)N)C2=CC(=C(C=C2)OCC2=NC=CC=C2)Cl